O=C1NC(CC[C@H]1C1=CC=C(OCC(=O)N2CCC(CC2)CCN2CCN(CC2)C2=CC=C(C=C2)NC2=C3N=CN(C3=NC=N2)C2CC(C2)NC(CC2=CC=CC=C2)=O)C=C1)=O N-((1s,3s)-3-(6-((4-(4-(2-(1-(2-(4-(2,6-dioxopiperidin-3-yl)phenoxy)acetyl)piperidin-4-yl)ethyl)piperazin-1-yl)phenyl)amino)-9H-purin-9-yl)cyclobutyl)-2-phenylacetamide